ethyl 6-(bromomethyl)-2-(4-methylthiazol-2-yl)-4-(2,3,4-trifluorophenyl)-1,4-dihydropyrimidine-5-carboxylate BrCC1=C(C(N=C(N1)C=1SC=C(N1)C)C1=C(C(=C(C=C1)F)F)F)C(=O)OCC